CN(CCCCCCO)C 6-(dimethylamino)-1-hexanol